2-(6-fluorophenylthiophen-4-yl)-5-methyloctahydropyrrolo[3,4-c]pyrrole FC1=CC=CC=C1C=1SC=C(C1)N1CC2CN(CC2C1)C